1-(4-chlorobenzyl)-3-(6-(4-neopentylpiperazin-1-yl)-6-oxohexyl)urea ClC1=CC=C(CNC(=O)NCCCCCC(=O)N2CCN(CC2)CC(C)(C)C)C=C1